FC=1C=CC(=C(C1)NCCF)[N+](=O)[O-] N-(5-fluoro-2-nitrophenyl)-2-fluoroethylamine